C(CC(=O)C)(=O)OC[C@H](N)C(=O)O O-Acetoacetyl-L-serin